Isotridecyl Isononanoate C(CCCCCC(C)C)(=O)OCCCCCCCCCCC(C)C